1-[3-(1-hydroxyethyl)-6-[5-[[6-(2-methoxyethoxy)pyridazin-3-yl]amino]benzimidazol-1-yl]-2-pyridyl]-5-methyl-pyrazole-3-carbonitrile OC(C)C=1C(=NC(=CC1)N1C=NC2=C1C=CC(=C2)NC=2N=NC(=CC2)OCCOC)N2N=C(C=C2C)C#N